CN(C1=CC=C(C=C1)C(COC1=NC2=C(C=C(C=C2C=C1C#N)C)C)=O)C (2-(4-(dimethylamino)phenyl)-2-oxoethoxy)-6,8-dimethylquinoline-3-carbonitrile